N-(3-chloro-4-fluorophenyl)-5-(2-((1-cyanocyclopropyl)amino)-1,1-difluoro-2-oxoethyl)-1-methyl-1H-pyrrole-3-carboxamide ClC=1C=C(C=CC1F)NC(=O)C1=CN(C(=C1)C(C(=O)NC1(CC1)C#N)(F)F)C